C1(=C(C=CC=C1)NC1=C(C=CC=C1)C1=CC=CC=C1)C=1C(=CC=CC1)C1=CC=CC=C1 (terphenylyl)(biphenylyl)amine